BrC1=NC=CC(=C1)C1=NNC(=N1)C1=CC=NC=C1 2-bromo-4-[(5-pyridine-4-yl)-1H-[1,2,4]triazole-3-yl]-pyridine